(2R,3R,4S,6S)-6-(acetoxymethyl)-2-bromotetrahydro-2H-pyran-3,4-diyl diacetate C(C)(=O)O[C@H]1[C@H](O[C@@H](C[C@@H]1OC(C)=O)COC(C)=O)Br